N-(4-(2-(4-methoxyphenyl)propan-2-yl)thiazol-2-yl)benzamide COC1=CC=C(C=C1)C(C)(C)C=1N=C(SC1)NC(C1=CC=CC=C1)=O